1,N1,3-trimethyl-N3-(2-(pyrimidin-4-yl)pyrido[3,4-d]pyrimidin-4-yl)butane-1,3-diamine CC(CC(C)(NC=1C2=C(N=C(N1)C1=NC=NC=C1)C=NC=C2)C)NC